C(C)(=O)C1=NN(C2=CC=C(C=C12)C=1C=NC(=NC1)N(C)C)CC(=O)N(C1CC1)CC(=O)NCC1=C(C(=CC=C1)Cl)F 2-(3-acetyl-5-(2-(dimethylamino)pyrimidin-5-yl)-1H-indazol-1-yl)-N-(2-((3-chloro-2-fluorobenzyl)amino)-2-oxoethyl)-N-cyclopropylacetamide